Diphenyl-oxazolic acid ethyl ester C(C)OC(=O)C=1OC(=C(N1)C1=CC=CC=C1)C1=CC=CC=C1